ClC=1C=C(C=CC1Cl)NC(=S)NCCCO 1-(3,4-dichlorophenyl)-3-(3-hydroxypropyl)thiourea